NC1=C2N=CN(C2=NC=N1)CC1=CC=C(C=C1)B(O)O (4-((6-amino-9H-purin-9-yl)methyl)phenyl)boronic acid